C(#N)C1=CC(=C(COC2=CC=CC(=N2)[C@]23CCN(C[C@@H]3C2)CC2=NC3=C(N2C[C@H]2OCC2)C=C(C=C3)C(=O)O)C=C1)F 2-(((1R,6S)-6-(6-((4-cyano-2-fluorobenzyl)oxy)pyridin-2-yl)-3-azabicyclo[4.1.0]heptan-3-yl)methyl)-1-((S)-oxetan-2-ylmethyl)-1H-benzo[d]imidazole-6-carboxylic acid